[1-[1-(2-trimethylsilylethoxymethyl)benzimidazol-4-yl]cyclopropyl]methanol C[Si](CCOCN1C=NC2=C1C=CC=C2C2(CC2)CO)(C)C